1-(3-((4-((5-([1,2,4]triazolo[1,5-a]pyridin-7-yl)-2-(2-hydroxypropan-2-yl)phenyl)amino)-7-methoxyquinazolin-6-yl)oxy)azetidin-1-yl)prop-2-en-1-one N=1C=NN2C1C=C(C=C2)C=2C=CC(=C(C2)NC2=NC=NC1=CC(=C(C=C21)OC2CN(C2)C(C=C)=O)OC)C(C)(C)O